C1(=CC=CC=C1)C(CCN[C@@H](CC1=CC=C(C=C1)O)C(=O)OC)OC1=CC=C(C=C1)C(F)(F)F methyl (3-phenyl-3-(4-(trifluoromethyl)phenoxy)propyl)-L-tyrosinate